3-cyclopropyl-N-methoxy-N,5-dimethylisoxazole-4-carboxamide C1(CC1)C1=NOC(=C1C(=O)N(C)OC)C